6-(4-hydroxyoxacyclohex-4-yl)-8-methyl-7H,8H-pyrido[2,3-d]Pyrimidin-7-one OC1(CCOCC1)C1=CC2=C(N=CN=C2)N(C1=O)C